tert-butyl ((1S,2S)-2-((2-(2,6-dioxo-1-((2-(trimethylsilyl)ethoxy)methyl)piperidin-3-yl)-6-fluoro-1-oxoisoindolin-5-yl)oxy)cyclopentyl)carbamate O=C1N(C(CCC1N1C(C2=CC(=C(C=C2C1)O[C@@H]1[C@H](CCC1)NC(OC(C)(C)C)=O)F)=O)=O)COCC[Si](C)(C)C